1-((6-cyclopropylimidazo[1,2-a]pyridin-2-yl)methyl)-N-(2-(methylsulfonyl)benzyl)-1H-1,2,3-triazole-4-carboxamide C1(CC1)C=1C=CC=2N(C1)C=C(N2)CN2N=NC(=C2)C(=O)NCC2=C(C=CC=C2)S(=O)(=O)C